COC=1C=C(CN2CCN(CC2)CC2=CC(=C(OC(C(=O)OCC)(C)C)C(=C2)C(F)(F)F)C)C=CC1C(F)(F)F Ethyl 2-(4-((4-(3-methoxy-4-(trifluoromethyl) benzyl) piperazin-1-yl) methyl)-2-methyl-6-(trifluoromethyl) phenoxy)-2-methylpropionate